tert-butyl N-(4-[3-[(3-chloro-2-methoxyphenyl)amino]-4-oxo-5H,6H,7H-pyrazolo[1,5-a]pyrazin-2-yl]pyridin-2-yl)carbamate ClC=1C(=C(C=CC1)NC=1C(=NN2C1C(NCC2)=O)C2=CC(=NC=C2)NC(OC(C)(C)C)=O)OC